3-[1-[6-Oxo-5-(trifluoromethyl)-1H-pyridazin-3-yl]ethoxy]propionic acid methyl ester COC(CCOC(C)C1=NNC(C(=C1)C(F)(F)F)=O)=O